CC=1SC(=CN1)C=1C=CC=2N(C1)C(=NN2)[C@@H]2C[C@@H](CCC2)NC2=NC=C(C(=N2)OC2COC2)C(F)(F)F N-[(1R,3S)-3-[6-(2-methylthiazol-5-yl)-[1,2,4]triazolo[4,3-a]pyridin-3-yl]cyclohexyl]-4-(oxetan-3-yloxy)-5-(trifluoromethyl)pyrimidin-2-amine